The molecule is a 2-hexenal in which the olefinic double bond has E configuration. It occurs naturally in a wide range of fruits, vegetables, and spices. It has a role as a flavouring agent, an antibacterial agent and a plant metabolite. CCC/C=C/C=O